(R)-N-(4-(6-((2S,6R)-2,6-dimethylmorpholino)pyridin-2-yl)thiazol-2-yl)-1-(1-(methylsulfonyl)-1H-pyrrole-3-carbonyl)azetidine-2-carboxamide C[C@@H]1O[C@@H](CN(C1)C1=CC=CC(=N1)C=1N=C(SC1)NC(=O)[C@@H]1N(CC1)C(=O)C1=CN(C=C1)S(=O)(=O)C)C